OC1=C(C=CC(=C1)OCC(COCC(CCCC)CC)O)C1=NC(=NC(=N1)C1=C(C=C(C=C1)C)C)C1=C(C=C(C=C1)C)C 2-[2-hydroxy-4-[3-(2-ethylhexyl-oxy)-2-hydroxypropoxy]phenyl]-4,6-bis(2,4-dimethylphenyl)-1,3,5-triazine